C(=O)O.C(C)(C)C1=NC=C(C=N1)C(=O)NC=1C(=NC=CC1C1=CC=CC=C1)N1CC2(COC2)C1 2-isopropyl-N-(4-phenyl-2-(2-oxa-6-azaspiro[3.3]heptan-6-yl)pyridin-3-yl)pyrimidine-5-carboxamide formic acid salt